CN1CCC(CC1)C(=O)NC=1C=C2C(=NC1)NC=C2C2=CC=1N(C=C2)N=CC1C(=O)N1CCN(CC1)C 1-methyl-N-(3-(3-(4-methylpiperazine-1-carbonyl)pyrazolo[1,5-a]pyridin-5-yl)-1H-pyrrolo[2,3-b]pyridin-5-yl)piperidine-4-carboxamide